ClC=1C=CC(=C(C1)C1=CC(=CN=N1)NC1=CC=NC2=CC(=CC=C12)OCCN1CNCCC1)F N-[6-(5-chloro-2-fluorophenyl)pyridazin-4-yl]-7-[2-(1,3-diazinan-1-yl)ethoxy]quinolin-4-amine